(2-(2-fluoro-5-(3-fluoroazetidine-1-carboxamido)phenyl)-2H-pyrazolo[3,4-b]Pyridin-5-yl)carbamic acid isopropyl ester C(C)(C)OC(NC1=CC=2C(N=C1)=NN(C2)C2=C(C=CC(=C2)NC(=O)N2CC(C2)F)F)=O